lysine suberate salt C(CCCCCCC(=O)O)(=O)O.N[C@@H](CCCCN)C(=O)O